NC=1C=C2C=C(N(C2=CC1F)C[C@@H]1OC(OCC1)(C)C)C(CO)(C)C (R)-2-(5-amino-1-((2,2-dimethyl-1,3-dioxan-4-yl)methyl)-6-fluoro-1H-indol-2-yl)-2-methylpropan-1-ol